dimethyl 2-chloroethanephosphonate ClCCP(OC)(=O)OC